6-(4-chloro-3-fluorophenyl)-5-fluoro-1,3-oxazinan-2-one ClC1=C(C=C(C=C1)C1C(CNC(O1)=O)F)F